N-(1-methyl-1H-indazol-7-yl)-6-(3-(trifluoromethyl)-1H-pyrazol-5-yl)pyridine-3-sulfonamide CN1N=CC2=CC=CC(=C12)NS(=O)(=O)C=1C=NC(=CC1)C1=CC(=NN1)C(F)(F)F